C(#C)C=1N=CC=2N(C1)C=CN2 6-ethynyl-imidazo[1,2-a]pyrazine